FC=1C=C(CNC2=CC=CC=3N=NN(C(C32)=O)C3C(NC(CC3)=O)=O)C=CC1CN1CC(C1)N1CCOCC1 3-(5-((3-fluoro-4-((3-morpholinoazetidin-1-yl)methyl)benzyl)amino)-4-oxobenzo[d][1,2,3]triazin-3(4H)-yl)piperidine-2,6-dione